oxocin O1CC=CC=CC=C1